P(=S)(OC1=CC=C(C=C1)C(CC=CC(=O)O)OC(N)=O)(OC1=CC=C(C=C1)C(CC=CC(=O)O)OC(N)=O)OC1=CC=C(C=C1)C(CC=CC(=O)O)OC(N)=O.C(C=C)(=O)OCCO hydroxyethyl acrylate (phosphorothioyltris(oxybenzene-4,1-diylcarbamoyloxyethan-2,1-diyl) trisacrylate)